tert-butyl 4-((4-([1,2,4]triazolo[1,5-a]pyridin-6-yloxy)-3-methylphenyl)amino)-5,8-dihydropyrido[4',3':4,5]thieno[2,3-d]pyrimidine-7(6H)-carboxylate N=1C=NN2C1C=CC(=C2)OC2=C(C=C(C=C2)NC=2C1=C(N=CN2)SC2=C1CCN(C2)C(=O)OC(C)(C)C)C